ClC=1C(=C(C=CC1)NC(=O)C1=CC(=CC=2NC(=NC21)C2(CC2)C)NC(=O)C2=C(C=CC=C2)C(F)(F)F)C N-(3-chloro-2-methylphenyl)-2-(1-methylcyclopropyl)-6-({[2-(trifluoromethyl)phenyl]carbonyl}amino)-1H-benzoimidazole-4-carboxamide